tert-butyl N-[4-[1,5-bis[[tert-butyl(dimethyl)silyl]oxymethyl]-8-oxabicyclo[3.2.1]oct-6-en-3-yl]-2-(4,4-dimethylcyclohexen-1-yl)phenyl]carbamate [Si](C)(C)(C(C)(C)C)OCC12CC(CC(C=C1)(O2)CO[Si](C)(C)C(C)(C)C)C2=CC(=C(C=C2)NC(OC(C)(C)C)=O)C2=CCC(CC2)(C)C